(R)-Tetrahydrofuran-3-yl (5-(4-(4-cyanophenyl)-4-fluoropiperidine-1-carbonyl)-2,4-dimethylphenyl)carbamate C(#N)C1=CC=C(C=C1)C1(CCN(CC1)C(=O)C=1C(=CC(=C(C1)NC(O[C@H]1COCC1)=O)C)C)F